BrC1=C2C=C(C(N(C2=CC=C1)C)=O)C(=O)NC1=NC=C(C=N1)C(F)(F)F 5-Bromo-1-methyl-2-oxo-N-[5-(trifluoromethyl)pyrimidin-2-yl]quinoline-3-carboxamide